CC(C(C(=O)O)=O)C.CC(C(C(=O)O)=O)CC(=O)O.N(N)C1=NC(=C2N=C(NC2=N1)C1=CC=NC=C1)N1CCOCC1 4-(2-hydrazino-8-(pyridin-4-yl)-9H-purin-6-yl)morpholine 3-methyl-2-oxoglutarate (3-methyl-2-oxobutyrate)